3,5-dioxo-4-propionylcyclohexenecarboxylate calcium [Ca+2].O=C1C=C(CC(C1C(CC)=O)=O)C(=O)[O-].O=C1C=C(CC(C1C(CC)=O)=O)C(=O)[O-]